N1CCC(CC1)N1N=CC=2C1=NC=C(N2)C2=C(C=C(C=C2)C=2C=NNC2)O 2-[1-(piperidin-4-yl)-1H-pyrazolo[3,4-b]pyrazin-5-yl]-5-(1H-pyrazol-4-yl)phenol